FC(C1=CC=C(C=C1)C=1NC(=CC1CC1C(OC(OC1=O)(C)C)=O)C1=CC=C(C=C1)C(F)F)F 5-((2,5-bis(4-(difluoromethyl)phenyl)-1H-pyrrol-3-yl)methyl)-2,2-dimethyl-1,3-dioxane-4,6-dione